Cl.NC1=NC=C(C2=C1C=NN2)NC(=O)C(=O)N(C(C)C2=C(C=C(C=C2)C(C(F)(F)F)(F)F)F)CC N-(4-Amino-1H-pyrazolo[4,3-c]pyridin-7-yl)-N'-ethyl-N'-[1-[2-fluoro-4-(1,1,2,2,2-pentafluoroethyl)phenyl]ethyl]oxamide Hydrogen chloride